C(C(CCCCCOCCC#N)OCCC#N)OCCC#N 3,3',3''-(heptane-1,2,7-triyltris(oxy))tripropanenitrile